N-(4-((cyclopentyloxy)methyl)-6-methylpyridin-2-yl)-1,1-diphenylmethanimine C1(CCCC1)OCC1=CC(=NC(=C1)C)N=C(C1=CC=CC=C1)C1=CC=CC=C1